C1N(CC12CNC2)CC=2SC(=C(N2)C(F)(F)F)C 2-(2,6-diazaspiro[3.3]heptan-2-ylmethyl)-5-methyl-4-(trifluoromethyl)thiazole